BrC=1C=C(C(=NC1N=CN(C)C)C(=O)OC)F Methyl 5-bromo-6-(((dimethylamino) methylidene) amino)-3-fluoropyridine-2-carboxylate